N-(2-(2-acetyl-5-methoxyphenoxy)ethyl)-3,4,5-trimethoxybenzamide C(C)(=O)C1=C(OCCNC(C2=CC(=C(C(=C2)OC)OC)OC)=O)C=C(C=C1)OC